BrCCOC1=CC=C(C=C1)S(=O)(=O)C 1-(2-bromoethoxy)-4-methanesulfonylbenzene